5-(8-((1S,2S)-2-(difluoromethyl)cyclopropyl)-2-(trifluoromethyl)imidazo[1,2-b]pyridazine-6-yl)pyrimidine-2,4(1H,3H)-dione FC([C@@H]1[C@H](C1)C=1C=2N(N=C(C1)C=1C(NC(NC1)=O)=O)C=C(N2)C(F)(F)F)F